CC1=CC(=NO1)C1(C2CCN(CC12)C1=CN=C2C(=N1)NN=C2C2=CC=NC1=CC=CC=C21)CN (7-(5-methylisoxazol-3-yl)-3-(3-(quinolin-4-yl)-1H-pyrazolo[3,4-b]pyrazin-6-yl)-3-azabicyclo[4.1.0]heptan-7-yl)methanamine